6-fluoro-4-iodo-isoquinolin-3-amine FC=1C=C2C(=C(N=CC2=CC1)N)I